C1(=CC=CC1)[Tc](=C=O)(=C=O)=C=O 1-cyclopentadienyltricarbonyl-technetium